C(C=C(C)CCC=C(C)CCC=C(C)C)OP(=O)(O)OP(=O)(O)O trans-farnesyl-pyrophosphoric acid